OC(C1=C(C=CC=C1)OC(F)(F)F)CCC[C@@H](C)[C@H]1CC[C@H]2[C@@H]3CC[C@H]4[C@H]([C@H](CC[C@]4(C)[C@H]3CC[C@]12C)O)O (hydroxy{2-[(trifluoromethyl)oxy]phenyl}methyl)-5α-cholan-3β,4β-diol